C(C)(=O)OCC=1N=C2C(=NC1N1CC3C(C3CC1)(C1=CC(=CC=C1)F)CNC(=O)OCC1=CC=CC=C1)N(N=C2I)C2OCCCC2 (6-(7-((((benzyloxy)carbonyl)amino)methyl)-7-(3-fluorophenyl)-3-azabicyclo[4.1.0]heptan-3-yl)-3-iodo-1-(tetrahydro-2H-pyran-2-yl)-1H-pyrazolo[3,4-b]pyrazin-5-yl)methyl acetate